N-((2-(3-Chloro-4-isopropoxyphenyl)pyrimidin-5-yl)methyl)-2-(1H-pyrazol-4-yl)-6-(trifluoromethyl)pyridin-4-amine ClC=1C=C(C=CC1OC(C)C)C1=NC=C(C=N1)CNC1=CC(=NC(=C1)C(F)(F)F)C=1C=NNC1